O1C=CC2=C1C=CC=C2O[C@@H](CCNC)C2=COC=C2 (S)-3-(benzofuran-4-yloxy)-N-methyl-3-(furan-3-yl)-propan-1-amine